C(N)(=O)C=1N=C(SC1)NC(/C=C/C(=O)OCC)=O (E)-ethyl 4-((4-carbamoylthiazol-2-yl)amino)-4-oxobut-2-enoate